N-(2-(allyl(4-methoxybenzyl)amino)pyrimidin-4-yl)-4-iodo-2-(3-(pent-4-en-1-yl)piperidin-1-yl)benzamide C(C=C)N(C1=NC=CC(=N1)NC(C1=C(C=C(C=C1)I)N1CC(CCC1)CCCC=C)=O)CC1=CC=C(C=C1)OC